N-(2,8-dimethylimidazo[1,2-a]pyrazin-6-yl)-4-methoxy-2-(piperidin-4-ylamino)pyrimidine-5-carboxamide CC=1N=C2N(C=C(N=C2C)NC(=O)C=2C(=NC(=NC2)NC2CCNCC2)OC)C1